8-(2-Chloroacetyl)-4-((5-(quinolin-5-yl)furan-2-yl)methyl)-1-thia-4,8-diazaspiro[4.5]decan-3-one ClCC(=O)N1CCC2(N(C(CS2)=O)CC=2OC(=CC2)C2=C3C=CC=NC3=CC=C2)CC1